ClC=1C=C(C=CC1Cl)N1CC(NCC1)CN1CCOCC1 4-((4-(3,4-Dichlorophenyl)piperazin-2-yl)methyl)morpholine